1-{5-[(2,5-Difluorobenzyl)oxy]-1-(3,3-dimethylbutyl)-1H-pyrazol-3-yl}methanamine monocitrate C(CC(O)(C(=O)O)CC(=O)O)(=O)O.FC1=C(COC2=CC(=NN2CCC(C)(C)C)CN)C=C(C=C1)F